C(C=C)(=O)N1[C@H](COC2(CC2)C1)C=1C=C(C=C(C1)Cl)C=1C=NC=C(C(=O)NC)C1 (S)-5-(3-(7-acryloyl-4-oxa-7-azaspiro[2.5]octan-6-yl)-5-chlorophenyl)-N-methylnicotinamide